FC=1C=CC2=C(C(=C(O2)[C@H](C(C)C)NC(=O)NC=2C=C3CNC(C3=CC2)=O)C)C1 (S)-1-(1-(5-fluoro-3-methylbenzofuran-2-yl)-2-methylpropyl)-3-(1-oxoisoindolin-5-yl)urea